N-{[4-(2-methylpropyl)morpholin-2-yl]methyl}-3-phenyladamantane-1-carboxamide CC(CN1CC(OCC1)CNC(=O)C12CC3(CC(CC(C1)C3)C2)C2=CC=CC=C2)C